NC1=NC=C(N=C1C(F)(F)F)C=1C=NC=C(C1)F 2-amino-3-trifluoromethyl-5-(5-fluoropyridin-3-yl)pyrazine